styrene-4-sulfonate C=CC1=CC=C(C=C1)S(=O)(=O)[O-]